C1N(CC2=CC=CC=C12)C(CNC1=CC=C2CN(C(C2=C1)=O)C1C(NC(CC1)=O)=O)=O 3-[6-[(2-isoindolin-2-yl-2-oxo-ethyl)amino]-1-oxo-isoindolin-2-yl]piperidine-2,6-dione